ClC1=C(C=C(C=C1)CN)OC (4-chloro-3-methoxyphenyl)methan-amine